3-bromo-4-fluorobenzenethiol BrC=1C=C(C=CC1F)S